N1C(=NC2=C1C=CC=C2)C2=CC(=NN2C)NC(=O)C=2C=NC(=CC2)N2CCN(CC2)CCOC2CC2 N-[5-(1H-benzimidazol-2-yl)-1-methyl-pyrazol-3-yl]-6-[4-[2-(cyclopropoxy)ethyl]piperazin-1-yl]pyridine-3-carboxamide